N1C(NCC2=CC=CC=C12)=O dihydroquinazolin-2(1H)-one